NC1=C(N=C(C=2C(NNC(C21)=O)=O)Cl)C2=CC=CC=C2 8-amino-5-chloro-7-phenyl-pyrido[3,4-d]pyridazine-1,4(2H,3H)dione